allyl phosphorodichloridate P(OCC=C)(=O)(Cl)Cl